2H-pyrazino[1,2-a]pyrazine-2-carboxylic acid tert-butyl ester C(C)(C)(C)OC(=O)N1C=C2N(C=C1)C=CN=C2